C(CCC)OC1=CC=C(C=C1)S(=O)(=O)C=1C=NC2=CC=C(C=C2C1N1CCN(CCC1)C)C(=O)OCC ethyl 3-((4-butoxyphenyl)sulfonyl)-4-(4-methyl-1,4-diazepan-1-yl)quinoline-6-carboxylate